oxochromium O=[Cr]